FC(C1=NN=C(O1)C=1C=CC(=NC1)CN1C(C2=CC(=CC=C2C(C1=O)(C)C)C1CCN(CC1)C(=O)OC(C)(C)C)=O)F tert-butyl 4-(2-((5-(5-(difluoromethyl)-1,3,4-oxadiazole-2-yl)pyridine-2-yl)methyl)-4,4-dimethyl-1,3-dioxo-1,2,3,4-tetrahydroisoquinoline-7-yl)piperidine-1-carboxylate